NC1=C2N=CN(C2=NC(=N1)Cl)[C@H]1[C@H]([C@@H]([C@H](O1)CO[C@@H](C(=O)OCC)P(O)(O)=O)O)F ((R)-1-(((2R,3R,4S,5R)-5-(6-amino-2-chloro-9H-purin-9-yl)-4-fluoro-3-hydroxytetrahydrofuran-2-yl)methoxy)-2-ethoxy-2-oxoethyl)phosphonic acid